1,3-diisopropyl-imidazolin-2-ylidenehexamethyldisilazane copper [Cu].C(C)(C)N1C(N(CC1)C(C)C)=C[Si](N[Si](C)(C)C)(C)C